methyl 4-(2-((3R*)-7-(3-chloro-2-fluoro-6-(1H-tetrazol-1-yl)phenyl)-1-methyl-5-oxo-1,2,3,5-tetrahydroindolizin-3-yl)-1H-imidazol-5-yl)phenylcarbamate ClC=1C(=C(C(=CC1)N1N=NN=C1)C1=CC(N2[C@H](CC(C2=C1)C)C=1NC(=CN1)C1=CC=C(C=C1)NC(OC)=O)=O)F |o1:16|